COC1=C(CNC=2N=NC(=CC2C(=O)N)N2CCN(CC2)C(C)C)C=CC(=C1)OC 3-((2,4-dimethoxybenzyl)amino)-6-(4-isopropylpiperazin-1-yl)pyridazine-4-carboxamide